(S)-2-methyl-5,7-dihydrospiro[cyclopenta[b]pyridine-6,4'-piperidin]-5-amine dihydrochloride Cl.Cl.CC1=CC=C2C(=N1)CC1(CCNCC1)[C@@H]2N